CN(CCN1C=C(C2=CC=C(C=C12)C=1C=NNC1F)C(=O)C1COC2=CC=C(C=C2C1)F)C [1-[2-(Dimethylamino)ethyl]-6-(5-fluoro-1H-pyrazol-4-yl)indol-3-yl]-(6-fluorochroman-3-yl)methanone